OCC[C@H]1OC1 |o1:3| (R) or (S)-(2-hydroxyethyl)oxirane